Ethyl-3-(5-(6-(benzyloxy)-3-cyanopyrazolo[1,5-a]pyridin-4-yl)pyridin-2-yl)-3,6-diazabicyclo[3.1.1]heptane C(C)C12CN(CC(N1)C2)C2=NC=C(C=C2)C=2C=1N(C=C(C2)OCC2=CC=CC=C2)N=CC1C#N